(E)-4-(bromo(phenyl)methylene)-3-((phenylsulfonyl)methyl)benzopyran Br\C(=C/1\C(=COC2=C1C=CC=C2)CS(=O)(=O)C2=CC=CC=C2)\C2=CC=CC=C2